Cl.N[C@H](CNC(=O)C=1NC2=CC=CC=C2C1C1=CC=C(C=C1)F)COCCN (R)-N-(2-amino-3-(2-aminoethoxy)propyl)-3-(4-fluorophenyl)-1H-indole-2-carboxamide hydrogen chloride salt